ClC=1N=C(C2=C(N1)N(C=C2)[C@@H]2C[C@@H]([C@@H]1[C@H]2OC(O1)(C)C)C=1C=C(C=C(C1)C=1C=NSC1)NC(C)=O)Cl N-(3-((3aR,4R,6R,6aS)-6-(2,4-Dichloro-7H-pyrrolo[2,3-d]pyrimidin-7-yl)-2,2-dimethyltetrahydro-4H-cyclopenta[d][1,3]dioxol-4-yl)-5-(isothiazol-4-yl)phenyl)acetamide